N-{(2S,3R,4S)-1-(cyclopropanecarbonyl)-2-[(2,2'-difluoro-3'-methyl[1,1'-biphenyl]-3-yl)methyl]-4-fluoropyrrolidin-3-yl}ethanesulfonamide C1(CC1)C(=O)N1[C@H]([C@H]([C@H](C1)F)NS(=O)(=O)CC)CC=1C(=C(C=CC1)C1=C(C(=CC=C1)C)F)F